OCCN(C(OC(C)(C)C)=O)CCNC(C(F)(F)F)=O tert-butyl (2-hydroxyethyl)(2-(2,2,2-trifluoroacetamido)ethyl)carbamate